O=C1N(CCC(N1)=O)C1=CC(=C(CN2CCN(CC2)C2=NC(=C(C(=O)N)C=C2)C2=CC=C(C=C2)OC2=CC=CC=C2)C=C1)F 6-(4-(4-(2,4-dioxotetrahydropyrimidin-1(2H)-yl)-2-fluorobenzyl)piperazin-1-yl)-2-(4-phenoxyphenyl)nicotinamide